C(#N)N1C[C@H](CC1)C(=O)NC1=NN(C=C1)C1=CC=CC=C1 (S)-1-cyano-N-(1-phenyl-1H-pyrazol-3-yl)pyrrolidine-3-carboxamide